ClC=1N=NC(=CC1C(C)C)OC1=C(C=C(C=C1Cl)I)Cl 3-Chloro-6-(2,6-dichloro-4-iodophenoxy)-4-isopropylpyridazine